Ethyl-2-(6-methyl-3-nitropyridin-2-yl)acetate C(C)OC(CC1=NC(=CC=C1[N+](=O)[O-])C)=O